N1CCC(CC1)CN1CC2(NC3=C(N=NC(=C3)C3=C(C=CC=C3)O)NC2)CCC1 2-(1-(piperidin-4-ylmethyl)-7',8'-dihydro-5'H-spiro[piperidine-3,6'-pyrazino[2,3-c]pyridazin]-3'-yl)phenol